(3R,6S)-N,N-diethyl-5-(3-fluoro-1H-indol-7-yl)-6-(hydroxymethyl)-1-methyl-1,2,3,6-tetrahydropyridine-3-carboxamide C(C)N(C(=O)[C@H]1CN([C@@H](C(=C1)C=1C=CC=C2C(=CNC12)F)CO)C)CC